C(C)NC(=O)C1=CN(C2=NC=C(N=C21)N([C@H]2CN(CC2)C(=O)OC(C)(C)C)C)COCC[Si](C)(C)C |r| Racemic-tert-butyl 3-{[7-(ethylcarbamoyl)-5-{[2-(trimethylsilyl)ethoxy]methyl}-5H-pyrrolo[2,3-b]pyrazin-2-yl](methyl)amino}pyrrolidine-1-carboxylate